FC(C1=CC=C(C=C1)C=1C=C(C(N(N1)C1=CC(=CC=C1)F)=O)C(=O)N[C@H](CO)C)F 6-[4-(difluoromethyl)phenyl]-2-(3-fluorophenyl)-N-[(2S)-1-hydroxypropan-2-yl]-3-oxo-2,3-dihydropyridazine-4-carboxamide